(S)-N-((3-(3,5-difluoro-4-(2-thia-6-azaspiro[3.3]hept-6-yl)phenyl)-2-oxooxazolidin-5-yl)methyl)acetamide FC=1C=C(C=C(C1N1CC2(CSC2)C1)F)N1C(O[C@H](C1)CNC(C)=O)=O